C1(CCCC1)N1N=C(C=C1C1=C(C=CC=C1)C(F)(F)F)C(=O)N[C@@H](CC(=O)O)CCN1CC(CCC1)(F)F (3R)-3-({1-cyclopentyl-5-[2-(trifluoromethyl)phenyl]-1H-pyrazol-3-yl}formamido)-5-(3,3-difluoropiperidin-1-yl)pentanoic acid